nickel oxyhydroxide O(O)O.[Ni]